ClC1=NC=CC(=C1C=1NC(=C(N1)C1=CC=CC=C1)C)C1=CC=CC=C1 2-chloro-3-(5-methyl-4-phenyl-1H-imidazol-2-yl)-4-phenyl-pyridine